dimethylammonio-2-hydroxy-1-propanesulfonate CC(C([NH+](C)C)S(=O)(=O)[O-])O